CN(CCC=1C=CC(N(C1)C(C(=O)N[C@@H](CC(=O)O)C=1C=C(C=C(C1F)F)C1=C(C=C(C=C1C)F)C)CC(C)C)=O)C (3S)-3-(2-(5-(2-(dimethylamino)ethyl)-2-oxopyridin-1(2H)-yl)-4-methylpentanamido)-3-(4,4',5-trifluoro-2',6'-dimethyl-[1,1'-biphenyl]-3-yl)propanoic acid